BrC=1N=C(C=C2C1OC(=C(C2=O)[2H])S)C 8-bromo-2-mercapto-6-methyl-4H-pyrano[2,3-c]pyridin-4-one-3-d